ClC=1C=C(C(=C(C1)O)C1=CC2=C(N=N1)N(C=C2)CC2CCN(CC2)CC(F)(F)F)C 5-Chloro-3-methyl-2-(7-{[1-(2,2,2-trifluoroethyl)piperidin-4-yl]methyl}-7H-pyrrolo[2,3-c]pyridazin-3-yl)phenol